({[(methoxycarbonyl)-oxy]methoxy})phosphonic acid COC(=O)OCOP(O)(O)=O